2-(3-cyano-5-methyl-pyrazol-1-yl)-6-[5-(2-morpholinoethoxy)benzimidazol-1-yl]pyridine-3-carboxamide C(#N)C1=NN(C(=C1)C)C1=NC(=CC=C1C(=O)N)N1C=NC2=C1C=CC(=C2)OCCN2CCOCC2